BrC1=C(OC(C(=O)O)(C)C)C=CC(=C1)CN1C(N(CC1)C1=CC=C(C=C1)C(F)(F)F)=O 2-(2-Bromo-4-((2-oxo-3-(4-(trifluoromethyl)phenyl)imidazolin-1-yl)methyl)phenoxy)-2-methylpropanoic acid